O1C(=CC=C1)CNC1CCCC=2C3=CC(=CC=C3NC12)C=1C=C2CNC(C2=CC1)=O 5-(1-((furan-2-ylmethyl)amino)-2,3,4,9-tetrahydro-1H-carbazol-6-yl)isoindolin-1-one